racemic-tetrahydroharmine [C@H]1(C)NCCC=2C3=CC=C(OC)C=C3NC12 |r|